C(C)(C)(C)C1=CC=C(CC2=NOC(=N2)CCl)C=C1 3-(4-(tert-butyl)benzyl)-5-(chloromethyl)-1,2,4-oxadiazole